(R)-2-methyl-N-(5-(5-(methyl-d3)-1,2,4-oxadiazol-3-yl)-2,3-dihydro-1H-inden-1-yl)isonicotinamide CC=1C=C(C(=O)N[C@@H]2CCC3=CC(=CC=C23)C2=NOC(=N2)C([2H])([2H])[2H])C=CN1